5-Bromo-7-fluorochromene-8-carbonitrile BrC1=C2C=CCOC2=C(C(=C1)F)C#N